6-Oxo-1,6-dihydropyrimidine-5-carboxylic acid O=C1C(=CN=CN1)C(=O)O